6-(Dimethoxymethylsilyl)-1-hexanethiol COC(OC)[SiH2]CCCCCCS